BrC1=C(SC=C1)C(=O)N1C[C@H](N(CC1)C1=C(C=CC=C1)N(S(=O)(=O)C=1C=CC2=C(C(=C(O2)C(=O)O)C)C1)CCC1=CC=CC=C1)C (R)-5-(N-(2-(4-(3-Bromothiophene-2-carbonyl)-2-methylpiperazin-1-yl)phenyl)-N-phenethylsulfamoyl)-3-Methylbenzofuran-2-carboxylic acid